(S)-4-(3-{5-[(R)-(1,3-Dimethyl-azetidin-3-yl)-hydroxy-(4-isopropyl-phenyl)-methyl]-pyridin-3-yl}-[1,2,4]oxadiazol-5-yl)-1-ethyl-pyrrolidin-2-one CN1CC(C1)(C)[C@@](C=1C=C(C=NC1)C1=NOC(=N1)[C@H]1CC(N(C1)CC)=O)(C1=CC=C(C=C1)C(C)C)O